3,4-dihydro-cinnamic acid C(C=CC1=CCCC=C1)(=O)O